O1N=CCC12C1CCC(C2)C1 4'H-spiro[bicyclo[2.2.1]heptane-2,5'-isoxazol]